C(=O)(O)CNC(SC)=NCC(=O)O 1,3-dicarboxymethyl-2-methyl-2-thioisourea